C(C1=CC=CC=C1)N1[C@@H]2[C@H](OCC1=O)CN(CC2)C(=O)OC(C)(C)C (cis)-tert-butyl 1-benzyl-2-oxohexahydro-1H-pyrido[3,4-b][1,4]oxazine-6(7H)-carboxylate